2-(endo-3-amino-8-aza-bicyclo[3.2.1]octan-8-yl)-5-(5-chloro-quinoxalin-6-yl)-3-methyl-3,7-dihydro-4H-pyrrolo[2,3-d]pyrimidin-4-one NC1CC2CCC(C1)N2C=2N(C(C1=C(N2)NC=C1C=1C(=C2N=CC=NC2=CC1)Cl)=O)C